ClC=1C=C(C=CC1Cl)C(=O)N1CCC(CC1)CCCCNC(=O)C1=CC=2C(=CN=CC2)S1 N-(4-{1-[(3,4-dichlorophenyl)carbonyl]piperidin-4-yl}butyl)thieno[2,3-c]pyridine-2-carboxamide